(+)-glycidol C1[C@H](O1)CO